The molecule is an amino trisaccharide consisting of 2-acetamido-2-deoxy-beta-D-galactopyranose, 2-acetamido-2-deoxy-beta-D-glucopyranose and D-galactopyranose residues joined in sequence by (1->4) and (1->3) glycosidic bonds. It is a glucosamine oligosaccharide, a member of acetamides and an amino trisaccharide. It derives from a beta-D-GlcpNAc-(1->3)-D-Galp and a beta-D-GalpNAc-(1->4)-beta-D-GlcpNAc. CC(=O)N[C@@H]1[C@H]([C@H]([C@H](O[C@H]1O[C@@H]2[C@H](O[C@H]([C@@H]([C@H]2O)NC(=O)C)O[C@H]3[C@H]([C@H](OC([C@@H]3O)O)CO)O)CO)CO)O)O